C1(C(CC(CC1)C(=O)O)C(=O)O)C(=O)O hexahydro-1,2,4-benzenetricarboxylic acid